N-((1-(6-FLUORO-7-MORPHOLINOQUINAZOLIN-4-YL)PIPERIDIN-3-YL)METHYL)METHANESULFONAMIDE FC=1C=C2C(=NC=NC2=CC1N1CCOCC1)N1CC(CCC1)CNS(=O)(=O)C